C(C)OC(C(CC1=C(C2=C(N(N=N2)CCCCOCC2=CC=C(C=C2)OC)C=C1)C)C1=CC(=C(C=C1)OC)CO)=O [3-(hydroxymethyl)-4-methoxyphenyl]-3-(1-{4-[(4-methoxyphenyl)methoxy]butyl}-4-methyl-1H-benzotriazol-5-yl)propionic acid ethyl ester